N1=CC=NC2=CC(=CC=C12)C=1C2=CC=CC=C2C(=C2C=CC=CC12)Br 9-(6-quinoxalinyl)-10-bromoanthracene